tert-butyl 2,10-bis(benzyloxy)-6-(2,4-dimethoxybenzyl)-5,7-dioxo-5,6,7,13-tetrahydro-12H-indolo[2,3-a]pyrrolo[3,4-c]carbazole-12-carboxylate C(C1=CC=CC=C1)OC=1C=CC2=C(C1)NC1=C2C2=C(C=3C4=CC=C(C=C4N(C13)C(=O)OC(C)(C)C)OCC1=CC=CC=C1)C(N(C2=O)CC2=C(C=C(C=C2)OC)OC)=O